OC1[C@@H](O)[C@H](O)[C@@H](O[C@@H]2[C@@H](O)[C@H](O)[C@H](O)[C@@H](O2)CO)[C@@H](O1)CO L-lactose